C(C1=CC=CC=C1)(=O)P([O-])(=O)C1=CC=CC=C1.[Mg+2].C(C1=CC=CC=C1)(=O)P([O-])(=O)C1=CC=CC=C1 magnesium benzoyl(phenyl)phosphinate